dimethylethylcyclohexyl acetat C(C)(=O)OC1(CCC(CC1)(C)C)CC